BrC1=C2CC(CC2=CC(=C1Cl)F)(C1=CC=CC=C1)CO (4-Bromo-5-chloro-6-fluoro-2-phenyl-2,3-dihydro-1H-inden-2-yl)methanol